2-[(6-chloro-2-methyl-1,3-benzoxazol-5-yl)methyl]-4,4-dimethyl-5-(2-trimethylsilylethoxy)isoxazolidin-3-one methyl-3-(bromomethyl)-5-methylbenzoate COC(C1=CC(=CC(=C1)C)CBr)=O.ClC1=CC2=C(N=C(O2)C)C=C1CN1OC(C(C1=O)(C)C)OCC[Si](C)(C)C